CN1N=C(N=C1)C1=CC=C(C=C1)C1=CC=C(C=C1)C=1N=NNC1C(=O)O 4-(4'-(1-methyl-1H-1,2,4-triazol-3-yl)-[1,1'-biphenyl]-4-yl)-1H-1,2,3-triazol-5-carboxylic acid